4-methyl-2-(1-phenylethenyl)aniline CC1=CC(=C(N)C=C1)C(=C)C1=CC=CC=C1